FC=1C=C(C=CC1OC1CCNCC1)NN1C(CCCC1=O)=O [3-fluoro-4-(piperidin-4-yloxy)phenyl]aminopiperidine-2,6-dione